HOPENE CC(=C)[C@H]1CC[C@]2([C@H]1CC[C@@]3([C@@H]2CC[C@H]4[C@]3(CC[C@@H]5[C@@]4(CCCC5(C)C)C)C)C)C